ClC1=C(C=CC(=C1)CNCCC(=O)NCCCNC1=CC(=CC=2NN=NC21)C2=CC=NC=C2)C2=CC=CC=C2 3-(((2-chloro-[1,1'-biphenyl]-4-yl)methyl)amino)-N-(3-((6-(pyridin-4-yl)-1H-benzo[d][1,2,3]triazol-4-yl)amino)propyl)propanamide